BrC1=CC2=C(N=C(N=C2N[C@H](C)C2=C(C(=CC=C2)C(F)F)F)C)N=C1\N=C/N(C)C (R,Z)-N'-(6-bromo-4-((1-(3-(difluoromethyl)-2-fluorophenyl)ethyl)amino)-2-methylpyrido[2,3-d]pyrimidin-7-yl)-N,N-dimethylformimidamide